P(=O)(O)(O)O.C1(=CC=CC2=CC=CC=C12)C1=CC=CC2=CC=CC=C12 racemic-binaphthyl hydrogen phosphate